C(C)(C)(C)OC(CC[C@@H](C(=O)N)N1C(C2=CC=C(C=C2C1C)C1=NC(=C(C(=C1)C)F)N)=O)=O (4S)-5-amino-4-(5-(6-amino-5-fluoro-4-methylpyridin-2-yl)-3-methyl-1-oxoisoindolin-2-yl)-5-oxopentanoic acid tert-butyl ester